4-methoxy-2-((trimethylsilyl)ethynyl)pyridine COC1=CC(=NC=C1)C#C[Si](C)(C)C